(6Ar)-9-methyl-6-methylidene-3-[(E)-pent-3-enyl]-6a,7,8,10a-tetrahydrobenzo[c]chromen-1-ol CC1=CC2[C@H](C(OC=3C=C(C=C(C23)O)CC\C=C\C)=C)CC1